COC1=CC=C(C=C1)N1[C@H]2CN([C@@H](C1)C2)C(=O)OC(C)(C)C (1R,4R)-tert-butyl 5-(4-methoxyphenyl)-2,5-diazabicyclo[2.2.1]heptane-2-carboxylate